N#[Ti] Titanium Nitride